(Z)-1-(2-(1-benzyl-5-methyl-1H-pyrazol-4-yl)-2-oxoethyl)-5-(3-morpholinoprop-1-en-1-yl)pyridin-2(1H)-one C(C1=CC=CC=C1)N1N=CC(=C1C)C(CN1C(C=CC(=C1)\C=C/CN1CCOCC1)=O)=O